OC1=CC=C(C2=C1OC1(CCSCC1)O2)C(C)=O 1-(7-hydroxyspiro[1,3-benzodioxole-2,4'-tetrahydrothiopyran]-4-yl)ethanone